Isooctyl ether phosphate P(=O)(O)(O)O.C(CCCCC(C)C)OCCCCCC(C)C